C(=O)O.O(C1=CC=CC=C1)C1=CC=C(C(=O)NCC(=O)N2C(CC(C2)C2=CC=CC=C2)C(=O)N)C=C1 1-((4-phenoxybenzoyl)glycyl)-4-phenylpyrrolidine-2-carboxamide hydrogen formate